((2,3-dihydro-1H-inden-2-yl)oxy)acetic acid C1C(CC2=CC=CC=C12)OCC(=O)O